6-hydroxyflavone OC=1C=C2C(C=C(OC2=CC1)C1=CC=CC=C1)=O